2-[(1E)-3-(benzyloxy)prop-1-en-1-yl]-4,4,5,5-tetramethyl-1,3,2-dioxaborolan C(C1=CC=CC=C1)OC/C=C/B1OC(C(O1)(C)C)(C)C